CN1C2=C(C=CC1=O)N(C=C2C2=NC(=CC(=C2)OC=2C=NC(=NC2)C(F)(F)F)C)S(=O)(=O)C2=CC=C(C=C2)C 4-methyl-3-(6-methyl-4-{[2-(trifluoromethyl)pyrimidin-5-yl]oxy}pyridin-2-yl)-1-(4-methylbenzenesulfonyl)-1H,4H,5H-pyrrolo[3,2-b]pyridin-5-one